tert-butyl N-[(2S)-1-{6-[(2S)-2-{[(tert-butoxy)carbonyl]amino}propanoyl]-1,3,5,7-tetraoxo-1,2,3,5,6,7-hexahydro-s-indacen-2-yl}-1-oxopropan-2-yl]carbamate C(C)(C)(C)OC(=O)N[C@H](C(=O)C1C(C=2C=C3C(C(C(C3=CC2C1=O)=O)C([C@H](C)NC(OC(C)(C)C)=O)=O)=O)=O)C